butan-1,2-diamine C(C(CC)N)N